O1CCC(CC1)C=1N=C2N(C=C(C=C2)C(=O)O)C1 2-(tetrahydro-2H-pyran-4-yl)imidazo[1,2-a]Pyridine-6-carboxylic acid